C(C1=CC=CC=C1)(=O)NC=1C=C(C=C(C1)C1=CC(=C(C=C1)OC)C)C(=O)O 5-Benzoylamino-4'-methoxy-3'-methyl-[1,1'-biphenyl]-3-carboxylic acid